isoprenylglycine C(=CC(C)=C)NCC(=O)O